5-(4-chlorophenyl)-7-oxido-1-tetrahydropyran-2-yl-6-tetrahydropyran-4-yl-pyrazolo[4,3-g]isoquinolin-7-ium ClC1=CC=C(C=C1)C1=C([N+](=CC2=CC3=C(C=C12)C=NN3C3OCCCC3)[O-])C3CCOCC3